C(C)(C)(C)N[C@H]1CN(CC1)C=1N=NC(=CC1)C1=NC=C(C=C1OCOC)N1N=CC=N1 (3R)-N-tert-butyl-1-[6-[3-(methoxymethoxy)-5-(triazol-2-yl)-2-pyridyl]pyridazin-3-yl]pyrrolidin-3-amine